ClC=1C=CC=C2C=CC=C(C12)C1=CN=C2C(=CC(=NC2=C1)OC[C@H]1N(CCC1)C)N1C[C@@H](NCC1)CC#N 2-((S)-4-(7-(8-Chloronaphthalen-1-yl)-2-(((S)-1-methylpyrrolidin-2-yl)methoxy)-1,5-naphthyridin-4-yl)piperazin-2-yl)acetonitrile